C(C=C)N1C(=NC2=C1C=C(C(=C2)Cl)Cl)C2=CC=CC=C2 1-allyl-5,6-dichloro-2-phenylbenzimidazole